tert-butyl 4-[2-(3-fluoro-2,6-dioxopiperidin-3-yl)-1,3-dioxo-2,3-dihydro-1H-isoindol-5-yl]piperazine-1-carboxylate FC1(C(NC(CC1)=O)=O)N1C(C2=CC=C(C=C2C1=O)N1CCN(CC1)C(=O)OC(C)(C)C)=O